CN(CCCOC1(CC1)C(=O)OCC1=CC=CC=C1)C Benzyl 1-(3-(dimethylamino)propoxy)cyclopropane-1-carboxylate